Di-tert-butyl ((2-(4-(tert-butyl) phenyl)-1H-benzo[d]imidazol-1-yl) methyl) phosphate P(=O)(OC(C)(C)C)(OC(C)(C)C)OCN1C(=NC2=C1C=CC=C2)C2=CC=C(C=C2)C(C)(C)C